O[C@@H]1C[C@H](NC1)C(=O)N[C@H](C)C1=CC=C(C=C1)C1=C(N=CS1)C (2S,4R)-4-hydroxy-N-[(1R)-1-[4-(4-methyl-1,3-thiazol-5-yl)phenyl]ethyl]pyrrolidine-2-carboxamide